1,3-bis-(3-dimethylamino-propyl)urea CN(CCCNC(=O)NCCCN(C)C)C